CN(C1(CCC2(CN(C(N2)=O)C2=C(OCC(=O)O)C=CC=C2)CC1)C1=CC=CC=C1)C cis-2-(2-(8-(dimethylamino)-2-oxo-8-phenyl-1,3-diazaspiro[4.5]decan-3-yl)phenoxy)acetic acid